(methylamino)cyclopent-1-ene-1-carboxylic acid methyl ester COC(=O)C1=C(CCC1)NC